tert-butyl 6-bromo-2-azaspiro[3.3]heptane-2-carboxylate BrC1CC2(CN(C2)C(=O)OC(C)(C)C)C1